CC1=C(C(=O)O)C=CC(=C1)C1=NC2=C(N1)C=C(C(=C2)Cl)Cl methyl-4-(5,6-dichloro-1H-benzo[d]imidazol-2-yl)benzoic acid